6-(2-(bicyclo[3.1.0]hexan-3-ylamino)-4-methoxypyrrolo[2,1-f][1,2,4]triazin-5-yl)-N-methylimidazo[1,2-a]pyridine-3-carboxamide C12CC(CC2C1)NC1=NN2C(C(=N1)OC)=C(C=C2)C=2C=CC=1N(C2)C(=CN1)C(=O)NC